C(C)(C)(C)S(=O)N1[C@H](CC[C@H]1C=C)C1=C(C(=NC=C1)F)Cl 4-((2R,5S)-1-(tert-butylsulfinyl)-5-vinylpyrrolidin-2-yl)-3-chloro-2-fluoropyridine